(2S,4r)-N-[2-(2-amino-4-methyl-thiazol-5-yl)ethyl]-1-[(2S)-2-(4-cyclopropyltriazol-1-yl)-3,3-dimethyl-butyryl]-4-hydroxy-pyrrolidine-2-carboxamide NC=1SC(=C(N1)C)CCNC(=O)[C@H]1N(C[C@@H](C1)O)C([C@H](C(C)(C)C)N1N=NC(=C1)C1CC1)=O